2-cyclopropylamino-ethanesulfonic acid {3-[6-amino-5-(2-chloro-3,6-difluoro-benzyloxy)-pyridin-3-yl]-phenyl}-amide NC1=C(C=C(C=N1)C=1C=C(C=CC1)NS(=O)(=O)CCNC1CC1)OCC1=C(C(=CC=C1F)F)Cl